S1C(=NC2=C1C=CC=C2)[C@H]2N(CCC1=C2N=CN1)C(=O)C=1C(=NN2C1C=CC(=C2)Br)C#N (S)-3-(4-(benzo[d]thiazol-2-yl)-4,5,6,7-tetrahydro-1H-imidazo[4,5-c]pyridine-5-carbonyl)-6-bromopyrazolo[1,5-a]pyridine-2-carbonitrile